(r)-dichlorosilacyclobutene ClC1=[Si](CC1)Cl